4-[[(2R,3S,4R,5R)-3-(3,4-Difluoro-2-methoxy-phenyl)-4,5-dimethyl-5-(trifluoromethyl)tetrahydrofuran-2-carbonyl]amino]-6-fluoro-pyridin-2-carboxamid FC=1C(=C(C=CC1F)[C@H]1[C@@H](O[C@]([C@@H]1C)(C(F)(F)F)C)C(=O)NC1=CC(=NC(=C1)F)C(=O)N)OC